2-[(2-chloro-5-nitrophenyl)azo]-5-hydroxy-6-methyl-3-[(phosphonooxy)methyl]-4-pyridinecarboxaldehyde disodium salt [Na].[Na].ClC1=C(C=C(C=C1)[N+](=O)[O-])N=NC1=NC(=C(C(=C1COP(=O)(O)O)C=O)O)C